3,9-dihydroxy-8-((3-methylazetidin-1-yl)methyl)benzo[5,6]oxazepin OC1=NOC2=C(C=C1)C=CC(=C2O)CN2CC(C2)C